8-(2,5-difluorobenzyl)-6-(3-(trifluoromethyl)-1H-1,2,4-triazol-5-yl)-[1,2,4]triazolo[1,5-a]pyrazine FC1=C(CC=2C=3N(C=C(N2)C2=NC(=NN2)C(F)(F)F)N=CN3)C=C(C=C1)F